4-[5-(4-chlorophenyl)-1-[4-(trifluoromethyl)-3-pyridyl]pyrrol-2-yl]-N-[2-(dimethylamino)ethyl]-3-fluoro-benzamide hydrochloride Cl.ClC1=CC=C(C=C1)C1=CC=C(N1C=1C=NC=CC1C(F)(F)F)C1=C(C=C(C(=O)NCCN(C)C)C=C1)F